6-bromo-2-((4-(6-((4-chloro-2-fluorobenzyl)oxy)pyridin-2-yl)piperidin-1-yl)methyl)-3-(oxetan-2-ylmethyl)-3H-imidazo[4,5-c]pyridine BrC1=CC2=C(C=N1)N(C(=N2)CN2CCC(CC2)C2=NC(=CC=C2)OCC2=C(C=C(C=C2)Cl)F)CC2OCC2